7-AZA-BENZOTHIAZOL S1C=NC2=C1N=CC=C2